tri-terbium dimethylacetamide CC(=O)N(C)C.[Tb].[Tb].[Tb]